1-(tetrahydro-2H-pyran-4-yl)benzene-1,2-diamine O1CCC(CC1)C1(C(C=CC=C1)N)N